C(C)N1N=C(C(=C1)C1=C(C=CC(=C1F)F)C1=C2C(=CN=C1)SC(=C2)C#N)C(F)(F)F 4-(2-(1-ethyl-3-(trifluoromethyl)-1H-pyrazol-4-yl)-3,4-difluorophenyl)thieno[2,3-c]pyridine-2-carbonitrile